CN1C(=NN=C1)N1CCCCC1 (4-methyl-4H-1,2,4-triazol-3-yl)piperidin